C(C)(C)(C)OCC1=CC=2C(=NC=CC2C=2C=C3C(=NNC3=CC2)N)N1 5-(2-(Tert-Butoxymethyl)-1H-pyrrolo[2,3-b]pyridin-4-yl)-1H-indazol-3-amine